FC1=C(C(=CC=C1)F)S(=O)(=O)NC1=CC=C2CCCN(C2=C1)S(=O)(=O)C1=CC=C(C=C1)F 2,6-difluoro-N-(1-((4-fluorophenyl)sulfonyl)-1,2,3,4-tetrahydroquinolin-7-yl)benzenesulfonamide